2,7-dimethyl-5-[6-(piperidin-4-yl)imidazo[2,1-b][1,3]thiazol-2-yl]-2H-indazole CN1N=C2C(=CC(=CC2=C1)C1=CN2C(S1)=NC(=C2)C2CCNCC2)C